(9H-fluoren-9-yl)methyl((10S,13S)-1-hydroxy-10,14-dimethyl-6,9,12-trioxo-3-oxa-5,8,11-triazapentadecan-13-yl)carbamate C1=CC=CC=2C3=CC=CC=C3C(C12)OC(N([C@H](C(N[C@H](C(NCC(NCOCCO)=O)=O)C)=O)C(C)C)C)=O